1-(2-((2-((3-chloro-2-fluorophenylmethyl)amino)-2-oxoethyl)(isopropyl)amino)-2-oxoethyl)-5-(6-fluoro-5-methylpyridin-3-yl)-1H-indole-3-carboxamide ClC=1C(=C(C=CC1)CNC(CN(C(CN1C=C(C2=CC(=CC=C12)C=1C=NC(=C(C1)C)F)C(=O)N)=O)C(C)C)=O)F